C(=CCCCCCCCCCCCCCCCC)N1C(=C(C(C=C1)=O)O)C(C)=O N-octadecenyl-2-acetyl-3-hydroxypyridin-4-one